FC(C=1C=C(C=CC1F)C1=CN=CC(=N1)CN1C(O[C@@H](C1)C)=O)F (5R)-3-[[6-[3-(Difluoromethyl)-4-fluoro-phenyl]pyrazin-2-yl]methyl]-5-methyl-oxazolidin-2-one